5-(dideuterobromomethyl)-2-trifluoromethylpyridine [2H]C(C=1C=CC(=NC1)C(F)(F)F)(Br)[2H]